Ethyl 2-thioxo-2,3-dihydrothiazole-5-carboxylate S=C1SC(=CN1)C(=O)OCC